C(=O)(OC(C)(C)C)N1C(CC1)=O Bocazetidinone